BrC=1NN=C2C1N=C(N=C2O)NC(OC)=O methyl (3-bromo-7-hydroxy-2H-pyrazolo[4,3-d]pyrimidin-5-yl)carbamate